2-(3-bromophenyl)imidazo[1,2-c]quinazolin-5-amine BrC=1C=C(C=CC1)C=1N=C2N(C(=NC=3C=CC=CC23)N)C1